OC1=C(C=CC=C1)CCC(=O)O 3-(hydroxyphenyl)propionic acid